5-bromo-2H-1,2,3,4-tetrazole BrC=1N=NNN1